tert-Butyl (S)-(1-(3-chlorobenzyl)pyrrolidin-3-yl)carbamate ClC=1C=C(CN2C[C@H](CC2)NC(OC(C)(C)C)=O)C=CC1